CC=1C=C(C=C(C1)C)C1CC(C1)N(C(=O)C1CC2(C1)NC(OC2)=O)C N-((1r,3R)-3-(3,5-dimethylphenyl)cyclobutyl)-N-methyl-6-oxo-7-oxa-5-azaspiro[3.4]octane-2-carboxamide